FC1(CCC(CC1)[C@H](NC(=O)C1=CC=NN1CC)C=1N=C2N(N=C(C=C2)CC2C(NCC(C2)CC(F)(F)F)=O)C1)F N-((1S)-(4,4-difluorocyclohexyl)(6-((2-oxo-5-(2,2,2-trifluoroethyl)piperidin-3-yl)methyl)imidazo[1,2-b]pyridazin-2-yl)methyl)-1-ethyl-1H-pyrazole-5-carboxamide